6-allyl 2-(tert-butyl) 8-((((6-(4-(trifluoromethyl)phenyl)pyridin-2-yl)methyl) thio)methyl)-2,6-diazaspiro[3.4]octane-2,6-dicarboxylate FC(C1=CC=C(C=C1)C1=CC=CC(=N1)CSCC1CN(CC12CN(C2)C(=O)OC(C)(C)C)C(=O)OCC=C)(F)F